6-(6-(methylsulfonyl)pyridin-2-yl)-N2,N4-bis((R)-1,1,1-trifluoropropan-2-yl)-1,3,5-triazine-2,4-diamine CS(=O)(=O)C1=CC=CC(=N1)C1=NC(=NC(=N1)N[C@@H](C(F)(F)F)C)N[C@@H](C(F)(F)F)C